2-methyl-1,4,5,8-naphthalenetetracarboxylic acid CC1=C(C=2C(=CC=C(C2C(=C1)C(=O)O)C(=O)O)C(=O)O)C(=O)O